3-(8-fluoro-7-(3-hydroxynaphth-1-yl)-2-((tetrahydro-1H-pyrrolizin-7a(5H)-yl)methoxy)pyrido[4,3-d]pyrimidin-4-yl)-3,9-diazabicyclo[3.3.1]nonan-7-ol FC1=C(N=CC2=C1N=C(N=C2N2CC1CC(CC(C2)N1)O)OCC12CCCN2CCC1)C1=CC(=CC2=CC=CC=C12)O